C(C)(C)(C)OC(NCCOCCOCCOCCO)=O t-butyl-N-(2-(2-[2-(2-hydroxyethoxy)ethoxy]ethoxy)ethyl)carbamate